N1(CCNCC1)CC(=O)N1CCCC1 2-(piperazin-1-yl)-1-(pyrrolidin-1-yl)ethan-1-one